7-(1H-pyrazol-5-yl)-N4-(pyrimidin-2-ylmethyl)quinoline-2,4-diamine N1N=CC=C1C1=CC=C2C(=CC(=NC2=C1)N)NCC1=NC=CC=N1